(2R,5S)-5-(4-chlorobenzyl)-4-(4-(5-methyloxazol-2-yl)-cyclohexyl)-2-(1-(2,2,2-trifluoroethyl)-1H-1,2,3-triazol-4-yl)morpholine 2,2,2-trifluoroacetate FC(C(=O)O)(F)F.ClC1=CC=C(C[C@H]2CO[C@H](CN2C2CCC(CC2)C=2OC(=CN2)C)C=2N=NN(C2)CC(F)(F)F)C=C1